ClC=1C(=C(CN2CCC(CC2)(C(=O)O)CC2=NC(=C(C(=C2F)CC)C)NC2=NNC(=C2)C)C=CC1)F 1-(3-chloro-2-fluorobenzyl)-4-((4-ethyl-3-fluoro-5-methyl-6-((5-methyl-1H-pyrazol-3-yl)amino)pyridin-2-yl)methyl)piperidine-4-carboxylic acid